oxalic acid mono-3-butynyl monovinyl ester C(=C)OC(C(=O)OCCC#C)=O